Benzyl (3-hydroxypropyl)(methyl)carboxylate OCCCCC(=O)OCC1=CC=CC=C1